Cl.C[C@H]1N(CCC(C1)N1CCCCC1)C(=O)NCCCCC (2R)-Methyl-N-pentyl-4-(1-piperidyl)piperidine-1-carboxamide hydrochloride salt